N1=CN=CC=2NC(C=NC12)=O pteridin-6-one